S1SC(CC1)CCCCC(=O)NC(C(CCC)C1SSCC1)=O Dithiolan-3-yl-pentanoic acid (5-[1,2]dithiolan-3-yl-pentanoyl-amide)